C(C)NS(=O)(=O)NC1=CC(=CN=N1)CN1CCN(CC1)C=1C=CC(=NC1)C(=O)NC 5-(4-((6-((N-ethylsulfamoyl)amino)pyridazin-4-yl)methyl)piperazin-1-yl)-N-methylpicolinamide